(4-styrenesulfanilamide) ammonium salt [NH4+].C=CC1=CC=C(C=C1)C1=CC(=CC=C1S(=O)(=O)[NH-])N